Boc-D-alanine C(=O)(OC(C)(C)C)N[C@H](C)C(=O)O